NC12C(OC3=C1C=CC(=C3)C)(C3=C(C=CC=C3C2=O)[N+](=O)[O-])O 9b-amino-4b-hydroxy-7-methyl-4-nitro-4b,9b-dihydro-10H-indeno[1,2-b]benzofuran-10-one